Cl.FCC1(CCOCC1)CN (4-(fluoromethyl)tetrahydro-2H-pyran-4-yl)methanamine hydrochloride